FC1=C(C(=C2C=CNC2=C1F)SC)OC=1C=CC(=C(C1)C=1NC=C(N1)C1(CCOC2=C(C=CC=C12)CC1CNC(O1)=O)C)F 5-[[4-[2-[5-[(6,7-difluoro-4-methylsulfanyl-1H-indol-5-yl)oxy]-2-fluoro-phenyl]-1H-imidazol-4-yl]-4-methyl-chroman-8-yl]methyl]oxazolidin-2-one